FC1=C(C=CC(=C1)F)S(=O)(=O)N(C)C=1C(=NC=C(C1)C=1C=C2C(=NC=NC2=CC1)N1CCN(CC1)C(\C=C\C(C)=O)=O)OC (E)-2,4-difluoro-N-(2-methoxy-5-(4-(4-(4-oxopent-2-enoyl)piperazin-1-yl)quinazolin-6-yl)pyridin-3-yl)-N-methylbenzenesulfonamide